NC1=C(C(=O)OCC)C=CC(=N1)CCCC ethyl 2-amino-6-butylnicotinate